NCCNC(=O)C1=NC=CC2=C(C=3N(C=4C=CC(=CC4C3C=C21)F)C)C N-(2-aminoethyl)-9-fluoro-5,6-dimethyl-6H-pyrido[4,3-b]carbazole-1-carboxamide